acryloyloxydecylthiophosphate C(C=C)(=O)OCCCCCCCCCCOP(=S)([O-])[O-]